3-(4-(5-isobutylpyrimidin-2-yl)piperazin-1-yl)-6-(1-methyl-1H-pyrazol-4-yl)pyrazolo[1,5-a]pyridine C(C(C)C)C=1C=NC(=NC1)N1CCN(CC1)C=1C=NN2C1C=CC(=C2)C=2C=NN(C2)C